COC(=O)C1=CC2=C(N=C(S2)C2CCNCC2)C(=C1)OC 4-methoxy-2-(piperidin-4-yl)benzo[d]thiazole-6-carboxylic acid methyl ester